2-oxo-1'-[2-({2-[(cis)-3-hydroxy-3-methylcyclobutyl]-7-(trifluoromethyl)-2H-indazol-5-yl}oxy)ethyl]-1,2-dihydrospiro[indole-3,4'-piperidine]-5-carbonitrile O=C1NC2=CC=C(C=C2C12CCN(CC2)CCOC2=CC1=CN(N=C1C(=C2)C(F)(F)F)C2CC(C2)(C)O)C#N